(S)-3-chloro-N-(1-((1-cyanocyclopropyl)amino)-3-(6-(1-methyl-1,2,3,6-tetrahydropyridin-4-yl)benzo[d]oxazol-2-yl)-1-oxopropan-2-yl)benzamide ClC=1C=C(C(=O)N[C@H](C(=O)NC2(CC2)C#N)CC=2OC3=C(N2)C=CC(=C3)C=3CCN(CC3)C)C=CC1